C1CCC2=C(C=3CCCC3C=C12)NC(=O)N=[S@@](=O)(N)C1=CN=C(S1)C(C)(C)OC (S)-N'-((1,2,3,5,6,7-hexahydro-s-indacen-4-yl)carbamoyl)-2-(2-methoxy-propan-2-yl)thiazole-5-sulfonimidamide